5,6,7,8-tetrahydroquinoline-5-carbonitrile N1=CC=CC=2C(CCCC12)C#N